C(#C)C1=C2N=CN(C2=NC(=N1)C=1C(=C(C#N)C=CC1)C)C1OCCCC1 3-(6-ethynyl-9-(tetrahydro-2H-pyran-2-yl)-9H-purin-2-yl)-2-methylbenzonitrile